2-(((1R)-1-(2-(3-azabicyclo[3.1.0]hexan-3-yl)-3-cyano-7-methyl-4-oxo-4H-pyrido[1,2-a]pyrimidin-9-yl)ethyl)amino)benzoic acid C12CN(CC2C1)C=1N=C2N(C(C1C#N)=O)C=C(C=C2[C@@H](C)NC2=C(C(=O)O)C=CC=C2)C